C(C)(C)N(C(OCC1=C(C=CC=C1)COC(N(C(C)C)C(C)C)=O)=O)C(C)C 1,2-phenylenebis(methylene) bis(diisopropylcarbamate)